pyrrolidine 3-hydroxypropionate OCCC(=O)O.N1CCCC1